1,4-bis(3-aminophenyloxy)butane NC=1C=C(C=CC1)OCCCCOC1=CC(=CC=C1)N